1-prop-2-enoyl-piperidine-4-carbonitrile C(C=C)(=O)N1CCC(CC1)C#N